3-(5-(4-((1-(4-((1S,2S)-2-Cyclohexyl-6-hydroxy-1,2,3,4-tetrahydronaphthalen-1-yl)phenyl)piperidin-4-yl)methyl)piperazin-1-yl)-1-oxoisoindolin-2-yl)piperidine-2,6-dione C1(CCCCC1)[C@H]1[C@H](C2=CC=C(C=C2CC1)O)C1=CC=C(C=C1)N1CCC(CC1)CN1CCN(CC1)C=1C=C2CN(C(C2=CC1)=O)C1C(NC(CC1)=O)=O